ClC=1C=C(C=NC1)C(=O)NC1=NC=C(C=C1)C1(CCC1)C(NC1=NC=C(C=C1)F)=O 5-chloro-N-(5-{1-[(5-fluoropyridin-2-yl)carbamoyl]cyclobutyl}pyridin-2-yl)pyridine-3-carboxamide